1-(5-tert-butyl-isoxazol-3-yl)-3-[4-(4-fluoro-benzimidazol-1-yl)-phenyl]-urea C(C)(C)(C)C1=CC(=NO1)NC(=O)NC1=CC=C(C=C1)N1C=NC2=C1C=CC=C2F